N2-tert-butyl-7-{3-chloro-4-[(4-fluorobenzyl)oxy]phenyl}-6-cyclopropyl-3,4-dihydropyrrolo[1,2-a]pyrazine-2,8(1H)-dicarboxamide C(C)(C)(C)NC(=O)N1CC=2N(CC1)C(=C(C2C(=O)N)C2=CC(=C(C=C2)OCC2=CC=C(C=C2)F)Cl)C2CC2